1,3-bis(dimethylaminopropyl)thiourea CN(C)CCCNC(=S)NCCCN(C)C